vanadium chloride salt [Cl-].[V+5].[Cl-].[Cl-].[Cl-].[Cl-]